BrCC=1C=CC2=C(SC(=C2)C(=O)OC)C1 methyl 6-(bromomethyl)benzo[b]thiophene-2-carboxylate